Cl.C(C)(C)C1=C(C(=CC=C1)C(C)C)N1C=[N+](C=C1)C1=C(C=CC=C1C(C)C)C(C)C 1,3-bis(2,6-diisopropylphenyl)imidazolium hydrochloride